ClC=1C=CC(=NC1)C(CC[C@H]1CC(N(C1)C(=O)OC(C)(C)C)(C)C)NC1=NC(=CC=C1)S(N)(=O)=O tert-Butyl (4S)-4-[3-(5-chloro-2-pyridyl)-3-[(6-sulfamoyl-2-pyridyl)amino]propyl]-2,2-dimethyl-pyrrolidine-1-carboxylate